CN1CCN(CC1)NC1=C(C=CC=C1)OC1OCCCC1 4-methylpiperazino-2-((tetrahydro-2H-pyran-2-yl)oxy)aniline